ClC1=C(C=C(C=C1)C1=CC(=C(C=C1)OCOC)C(N(C)C)=O)CC(C(=O)NC1=CC=C(C=C1)C1=NN=CN1C)NC(=O)C=1N(N=CC1)C N-[1-[[2-chloro-5-[3-(dimethylcarbamoyl)-4-(methoxymethoxy)phenyl]phenyl]methyl]-2-[4-(4-methyl-1,2,4-triazol-3-yl)anilino]-2-oxo-ethyl]-2-methyl-pyrazole-3-carboxamide